ClC1=CC=C(C=C1)C=1NC=2N=C3N(C(C2N1)=O)CCCCC3 (4-chlorophenyl)-3,5,6,7,8,9-hexahydro-11H-azepino[1,2-a]purin-11-one